CC1C(C)O1 2-butene oxide